C(#N)C1=CC=C(C=C1)C1CCN(CC1)C(=O)C=1C(=CC(=C(C1)C1=NC2=C(N1)C=CC(=C2)C#N)C)C 2-(5-(4-(4-cyanophenyl)piperidine-1-carbonyl)-2,4-dimethylphenyl)-1H-benzo[d]imidazole-5-carbonitrile